CC1N(C(C2=CC=C(C=C2C12CC2)C(F)(F)F)=O)CC(=O)OC Methyl 2-[3-methyl-1-oxo-6-(trifluoromethyl)spiro[3H-isoquinoline-4,1'-cyclopropane]-2-yl]acetate